NCCOCCOCCC(=O)NN1N=CC2=CC(=CC=C12)C(=O)NC1=NC=C(C=C1)C (3-(2-(2-Aminoethoxy)ethoxy)propionylamino)-N-(5-methylpyridin-2-yl)-1H-indazole-5-carboxamide